2-(4-cyclopropyl-6-methoxypyrimidin-5-yl)-4-((4-(1-isopropyl-4-(trifluoromethyl)-1H-imidazol-2-yl)benzyl)oxy)-6-methoxyquinazoline C1(CC1)C1=NC=NC(=C1C1=NC2=CC=C(C=C2C(=N1)OCC1=CC=C(C=C1)C=1N(C=C(N1)C(F)(F)F)C(C)C)OC)OC